FC(OC1=C(C(=O)N[C@H]2[C@H](C2)F)C(=CC(=C1)C=1N(N=C2C=C(C=C(C12)OC(F)F)C=1C=NN(C1)C)C)OC)F 2-(difluoromethoxy)-4-[4-(difluoromethoxy)-2-methyl-6-(1-methylpyrazol-4-yl)indazol-3-yl]-N-[(1R,2S)-2-fluorocyclopropyl]-6-methoxybenzamide